N-(methyl-d3)-4-((4-(1-ethyl-1H-tetrazol-5-yl)-2-(difluoromethoxy)phenyl)amino)pyridazine-3-carboxamide C(NC(=O)C=1N=NC=CC1NC1=C(C=C(C=C1)C1=NN=NN1CC)OC(F)F)([2H])([2H])[2H]